2,3,3,3-Tetrafluoropropanenitrile FC(C#N)C(F)(F)F